COC1=CC=C(C=N1)CN1C(C2=CC=C(C=C2C=N1)SC=1C=C(SC1)C(=O)OCC)=O ethyl 4-(2-((6-methoxypyridin-3-yl)methyl)-1-oxo-1,2-dihydrophthalazin-6-ylthio)thiophene-2-carboxylate